2-(2,7-dimethyl-2H-indazol-5-yl)-6-(1-methylpiperidin-4-yl)thiazolo[4,5-d]pyrimidin-7(6H)-one CN1N=C2C(=CC(=CC2=C1)C=1SC2=C(N=CN(C2=O)C2CCN(CC2)C)N1)C